7-benzyl-1-(3-hydroxypropyl)-8-(3-isopropylphenoxy)-3-methyl-1H-purine-2,6(3H,7H)-dione C(C1=CC=CC=C1)N1C(=NC=2N(C(N(C(C12)=O)CCCO)=O)C)OC1=CC(=CC=C1)C(C)C